FC1=CC(=CC=2N(C(=NC21)OC)C(=O)NCCOC2=CC=CC=C2)N2CCOCC2 Fluoro-2-methoxy-6-morpholino-N-(2-phenoxyethyl)-1H-benzo[d]imidazole-1-carboxamide